chloro-5-fluoro-1,7-naphthyridine ClC1=NC2=CN=CC(=C2C=C1)F